2-amino-6-methoxy-pyridine-4-carboxylic acid methyl ester COC(=O)C1=CC(=NC(=C1)OC)N